C(C)C=1C=C2C(=C(/C(/C2=CC1)=C/C1=CC(=CC=C1)OC1=CC=CC=C1)C)CC(=O)O (Z)-2-(5-ethyl-2-methyl-1-(3-phenoxybenzylidene)-1H-inden-3-yl)acetic acid